C(C)N1CCC(CC1)C=1C(=CC(=NC1)C1=NNC(=C1C(C)C)C=1C=C(C=2N(C1)N=CN2)OC)C 6-(3-(5-(1-ethylpiperidin-4-yl)-4-methylpyridin-2-yl)-4-isopropyl-1H-pyrazol-5-yl)-8-methoxy-[1,2,4]triazolo[1,5-a]pyridine